[Si](C)(C)(C(C)(C)C)OC(/C=C/N(C)C)=C trans-3-(t-butyldimethylsilyloxy)-N,N-dimethyl-1,3-butadiene-1-amine